4-amino-1-((1R,2S,3R,3aR,4R)-2,3,4-trihydroxy-2,3,3a,4,5,6-hexahydro-1H-inden-1-yl)pyrimidin-2(1H)-one NC1=NC(N(C=C1)[C@H]1[C@@H]([C@@H]([C@H]2[C@@H](CCC=C12)O)O)O)=O